4-hydroxy-2,6-dimethyl-2,6-di(neohexanoylperoxy)heptane OC(CC(C)(OOC(CC(C)(C)C)=O)C)CC(C)(OOC(CC(C)(C)C)=O)C